ClCCCCCCCC(=O)NC1=CC=C(C[C@H](N)C(=O)O)C=C1 p-(8-chlorooctanamido)-L-phenylalanine